S1C=C(C2=C1C=CC=C2)C2=NC(=C1N=CN(C1=N2)C(C)C)NCCNC(=O)N (2-{[2-(1-benzothiophen-3-yl)-9-(propan-2-yl)-9H-purin-6-yl]amino}ethyl)urea